4-fluoro-3-(6-(4-(4-methylpiperazin-1-yl)phenyl)furo[3,2-b]pyridin-3-yl)benzonitrile FC1=C(C=C(C#N)C=C1)C1=COC=2C1=NC=C(C2)C2=CC=C(C=C2)N2CCN(CC2)C